(R)-1-((7-cyano-2-(2,2'-dimethyl-3'-(pyrido[4,3-b]pyrazin-5-ylamino)biphenyl-3-yl)benzo[d]oxazol-5-yl)methyl)pyrrolidine-3-carboxylic acid C(#N)C1=CC(=CC=2N=C(OC21)C=2C(=C(C=CC2)C2=C(C(=CC=C2)NC2=NC=CC1=NC=CN=C12)C)C)CN1C[C@@H](CC1)C(=O)O